FC=1C=2N(C=C(C1)NC(=O)C1=CC=C(C3=CN(N=C13)C)N1C[C@@H](CC1)NCC1COC1)C=C(N2)C N-(8-fluoro-2-methylimidazo[1,2-a]pyridin-6-yl)-2-methyl-4-[(3R)-3-[(oxetan-3-ylmethyl)amino]pyrrolidin-1-yl]indazole-7-carboxamide